BrC1=CC=C(C=C1)C#CCNC(OC(C)(C)C)=O tert-Butyl (3-(4-bromophenyl)prop-2-yn-1-yl)carbamate